C(C)OC(=O)C=1N(C=C(C1C)C1=NN(C=C1)C)NC(=O)C=1N(C=CN1)C 3-methyl-1-(1-methyl-1H-imidazole-2-carboxamido)-4-(1-methyl-1H-pyrazol-3-yl)-1H-pyrrole-2-carboxylic acid ethyl ester